[Zn].[B].[K] potassium-boron-zinc